C(C)(C)(C)C=1N(C=CN1)CC1=CC=C(C=C1)C=1C(=CC=C(C1)CC(C)C)S(=O)(=O)NC1=NC=C(C=N1)C(F)(F)F 4'-((2-(tert-butyl)-1H-imidazol-1-yl)methyl)-N-(5-trifluoromethyl-pyrimidin-2-yl)-5-isobutyl-[1,1'-biphenyl]-2-sulfonamide